Cl.Cl.CN1N=CC(=C1)CN [(1-methyl-1H-pyrazol-4-yl)methyl]amine dihydrochloride